2,4-difluoro-(2,2-difluorovinyl)benzene FC1=C(C=CC(=C1)F)C=C(F)F